triazine-6-carbonitrile hydrochloride Cl.N1=NN=CC=C1C#N